BrC1N(C2=C(N=C1)N(C=C2)COCC[Si](C)(C)C)C(C)C 2-bromo-N-isopropyl-5-((2-(trimethylsilyl)eth-oxy)methyl)-5H-pyrrolo[2,3-b]pyrazine